FC1=CC=C(COC2=CC(=C(C(=O)O)C=C2)OC)C=C1 4-((4-fluorobenzyl)oxy)-2-methoxybenzoic acid